4,4-difluoro-2-hydroxyimino-3-oxo-butanoic acid ethyl ester C(C)OC(C(C(C(F)F)=O)=NO)=O